5-bromo-6-chloro-3-((5-(5-(difluoromethyl)-1,3,4-oxadiazole-2-yl)pyridine-2-yl)methyl)benzo[d]oxazole-2(3H)-one BrC=1C(=CC2=C(N(C(O2)=O)CC2=NC=C(C=C2)C=2OC(=NN2)C(F)F)C1)Cl